C(C)(C)(C)OC(N[C@H](C(=O)NC1=C(C=2COCCCC2S1)C(C1=C(C=CC=C1F)F)=O)C)=O N-[(1S)-2-[[3-(2,6-difluorobenzoyl)-4,6,7,8-tetrahydrothieno[3,2-c]oxepin-2-yl]amino]-1-methyl-2-oxo-ethyl]carbamic acid tert-butyl ester